N,N'-Di-Boc-L-cystine benzyl ester C(C1=CC=CC=C1)OC([C@H](CSSC[C@@H](C(=O)O)NC(=O)OC(C)(C)C)NC(=O)OC(C)(C)C)=O